CC1(COCCC1)C 3,3-dimethyldihydro-2H-pyran